BrC=1C=CC2=CN(N=C2C1F)[C@@H](C(=O)OC)C1=C(C=CC(=C1)F)OC |r| methyl (2RS)-2-(6-bromo-7-fluoro-indazol-2-yl)-2-(5-fluoro-2-methoxyphenyl)acetate